3-[(2-Methoxy-6-methyl-4-pyridyl)amino]-5-(methylamino)-6-(3-methylimidazo[4,5-c]pyridin-7-yl)pyrazin-2-carboxamid COC1=NC(=CC(=C1)NC=1C(=NC(=C(N1)NC)C=1C2=C(C=NC1)N(C=N2)C)C(=O)N)C